ethyl 2-({6-[(1,3-benzothiazol-2-yl) amino]-5-methylpyridazin-3-yl} (methyl) amino)-5-(1-phenylazetidin-3-yl)-1,3-thiazole-4-carboxylate S1C(=NC2=C1C=CC=C2)NC2=C(C=C(N=N2)N(C=2SC(=C(N2)C(=O)OCC)C2CN(C2)C2=CC=CC=C2)C)C